tert-butyl 3-(((2-morpholino-7-(pyridin-3-yl)-6,7-dihydro-5H-pyrrolo[2,3-d]pyrimidin-4-yl)oxy)methyl)pyrrolidine-1-carboxylate O1CCN(CC1)C=1N=C(C2=C(N1)N(CC2)C=2C=NC=CC2)OCC2CN(CC2)C(=O)OC(C)(C)C